(2-oxoethyl)-glycine O=CCNCC(=O)O